6-(4-methylbenzyl)-3-(3-cyanobenzyl)-2,3,4,6-tetrahydropyrido[3,4-c][1,8]naphthyridin-5(1H)-one CC1=CC=C(CN2C(C3=C(C=4C=CC=NC24)CCN(C3)CC3=CC(=CC=C3)C#N)=O)C=C1